Cl.C(C)(=O)OC1=C(C(=O)OCCN(CC)CC)C=CC=C1 2-(diethylamino)ethyl 2-acetoxybenzoate hydrochloride